(1R,2R)-2-[4-(3-Methyl-1H-pyrazol-5-yl)benzoyl]-N-(1H-pyrazol-4-yl)cyclohexanecarboxamide CC1=NNC(=C1)C1=CC=C(C(=O)[C@H]2[C@@H](CCCC2)C(=O)NC=2C=NNC2)C=C1